FC1=C(C=CC=C1)NC(C(=O)N1[C@@H]2C[C@@]2(C[C@H]1C(=O)N[C@@H](C[C@H]1C(NCC1)=O)C(COC(F)(F)F)=O)C)=O (1r,3S,5r)-2-(2-((2-fluorophenyl)amino)-2-oxoacetyl)-5-methyl-N-((S)-3-oxo-1-((S)-2-oxopyrrolidin-3-yl)-4-(trifluoromethoxy)butan-2-yl)-2-azabicyclo[3.1.0]hexane-3-carboxamide